(1R,2R)-N-(1-bromo-4-(6-((R)-1-hydroxybutyl)-4-methylpyridin-3-yl)imidazo[1,2-a][1,6]naphthyridin-8-yl)-2-fluorocyclopropane-1-carboxamide BrC1=CN=C2N1C1=CC(=NC=C1C=C2C=2C=NC(=CC2C)[C@@H](CCC)O)NC(=O)[C@@H]2[C@@H](C2)F